4-benzoyl-1,2-epoxybutane C(C1=CC=CC=C1)(=O)CCC1CO1